N-((3R,5S)-5-((1H-pyrazol-1-yl)methyl)-1-cyanopyrrolidin-3-yl)-5-(3-cyanophenyl)oxazole-2-carboxamide 2-hydroxy-3-(prop-2-enoyloxy)propyl-2-methyl-2-propylhexanoate OC(COC(C(CCCC)(CCC)C)=O)COC(C=C)=O.N1(N=CC=C1)C[C@@H]1C[C@H](CN1C#N)NC(=O)C=1OC(=CN1)C1=CC(=CC=C1)C#N